ClC=1C=CC(=NC1)N1N=CC(=C1)NC=1C=CC(=NC1)C#N 5-((1-(5-Chloropyridin-2-yl)-1H-pyrazol-4-yl)amino)picolinonitrile